2-cyclopropyl-3-methyl-6,7-dihydro-5H-cyclopenta[b]pyridin-4-amine C1(CC1)C1=C(C(=C2C(=N1)CCC2)N)C